O=C1NC(CCC1N1C(C2(C3=CC(=CC=C13)C=O)CC2)=O)=O 1'-(2,6-dioxopiperidin-3-yl)-2'-oxospiro[cyclopropane-1,3'-indoline]-5'-carbaldehyde